CN(C)CC=1SC2=C(N1)C=C(C=C2)[C@@H]2N(C[C@H](CC2)C)C(C(=O)NC2=C1C(=CN=C2)NN=C1)=O 2-((2R,5S)-2-(2-((dimethylamino)methyl)benzo[d]thiazol-5-yl)-5-methylpiperidin-1-yl)-2-oxo-N-(1H-pyrazolo[3,4-c]pyridin-4-yl)acetamide